ClC1=C2C3=C(N=CN=C3C=C1C1=C(C=CC(=C1)Cl)OC)N1[C@H](CO2)CN(CC1)C(C=C)=O 1-[(8aS)-6-Chloro-5-(5-chloro-2-methoxyphenyl)-8a,9,11,12-tetrahydropyrazino[2',1':3,4][1,4]oxazepino[5,6,7-de]quinazolin-10(8H)-yl]prop-2-en-1-one